FC(C(=O)O)(F)F.FC(C(C)O)F 1,1-difluoropropan-2-ol trifluoroacetate